NC1=C(C=C(N=N1)C1=C(C=CC=C1)O)N1CC2CCC(C1)N2C2=CC(=NC=C2)C#CCN2CC=1N(CC2)C=CN1 2-[6-amino-5-[8-[2-[3-(6,8-dihydro-5H-imidazo[1,2-a]pyrazin-7-yl)prop-1-ynyl]-4-pyridinyl]-3,8-diazabicyclo[3.2.1]oct-3-yl]pyridazin-3-yl]phenol